cyanoethyl-butyrolactam C(#N)CCC1C(=O)NCC1